N-((2S)-1-(((3S)-2-hydroxychroman-3-yl-2-13C)amino)-1-oxo-3-phenylpropan-2-yl)-4-methylpiperazine-1-carboxamide O[13CH]1OC2=CC=CC=C2C[C@@H]1NC([C@H](CC1=CC=CC=C1)NC(=O)N1CCN(CC1)C)=O